5-(((2-((tert-butoxycarbonyl)(methyl)amino)ethyl)(methyl)amino)methyl-1-(4-Methoxybenzyl)-2,3-dioxoindolin-4-yl)piperidine-1-carboxylate C(C)(C)(C)OC(=O)N(CCN(C)CC=1C(=C2C(C(N(C2=CC1)CC1=CC=C(C=C1)OC)=O)=O)C1CCCN(C1)C(=O)[O-])C